tert-butyl 4-(5-nitropyrimidin-2-yl)piperazine-1-carboxylate [N+](=O)([O-])C=1C=NC(=NC1)N1CCN(CC1)C(=O)OC(C)(C)C